4,4-dimethyl-2-(2-fluorophenyl)oxazoline CC1(N=C(OC1)C1=C(C=CC=C1)F)C